ClC=1C=C(CN2C=C(C3=CC=CC=C23)C=O)C=CC1 1-(3-chlorobenzyl)-1H-indole-3-carbaldehyde